2-((3-((5-(3-((4,6-Difluoro-1H-indol-5-yl)oxy)phenyl)-4H-1,2,4-triazol-3-yl)methyl)phenyl)thio)acetic acid FC1=C2C=CNC2=CC(=C1OC=1C=C(C=CC1)C=1NC(=NN1)CC=1C=C(C=CC1)SCC(=O)O)F